ClC1=NC2=C(C(=C(C=C2C(=N1)N1C[C@H]2CC[C@@H](C1)N2C(=O)OC(C)(C)C)Cl)C2=CC(=CC1=CC=C(C(=C21)F)F)OCOC)F tert-butyl (1R,5S)-3-((R or S)-2,6-dichloro-7-(7,8-difluoro-3-(methoxymethoxy) naphthalen-1-yl)-8-fluoroquinazolin-4-yl)-3,8-diazabicyclo[3.2.1]Octane-8-carboxylate